1,6-hexamethylenediamine dihydrochloride C(CCCN)CCN.Cl.Cl